2-ethyl-2-(sulfonylmethyl)propane-1,3-dithiol C(C)C(CS)(CS)C=S(=O)=O